Aminomethyl-trimethylsilane NC[Si](C)(C)C